O1C(=CC=C1)CNC(CC1=C(/C(/C2=CC=C(C=C12)OC)=C/C1=CC(=C(C(=C1)OC)C(=O)OCC)OC)C)=O (Z)-N-(furan-2-ylmethyl)-2-(1-(4-ethoxycarbonyl-3,5-dimethoxybenzylidene)-5-methoxy-2-methyl-1H-inden-3-yl)acetamide